ClC1=NC=C(C(=N1)C1=CC=C2CN(C(C2=C1)=O)[C@@H](C(=O)N[C@H](C)C1=C(C=CC(=C1)C)F)CO)Cl (2R)-2-[6-(2,5-dichloropyrimidin-4-yl)-1-oxo-2,3-dihydro-1H-isoindol-2-yl]-N-[(1R)-1-(2-fluoro-5-methylphenyl)ethyl]-3-hydroxypropanamide